(2R)-7-hydroxy-5-methoxy-2-phenylchroman-4-one OC1=CC(=C2C(C[C@@H](OC2=C1)C1=CC=CC=C1)=O)OC